ClCC1=CC2=C(C=3N(C(CC2)C)C=C(N3)C(F)(F)F)C=C1 9-(chloromethyl)-5-methyl-2-(trifluoromethyl)-6,7-dihydro-5H-benzo[c]imidazo[1,2-a]azepine